1-(1-methylpyrazol-4-yl)-6-oxo-pyridine-3-carboxamide CN1N=CC(=C1)N1C=C(C=CC1=O)C(=O)N